4-(1,3-dioxolan-2-yl)-2,6-dimethoxybenzene-1-sulfonyl chloride O1C(OCC1)C1=CC(=C(C(=C1)OC)S(=O)(=O)Cl)OC